C(CCCCCC)C1CC(CC(C1)CCCCCCC)[Li] 3,5-di-n-heptyl-cyclohexyl-lithium